COC1=CC=C2C(C(=COC2=C1OC)C1=CC=C(C=C1)CCCCOC1OCCCC1)=O 7,8-dimethoxy-3-(4-(4-((tetrahydro-2H-pyran-2-yl)oxy)butyl)phenyl)-4H-chromen-4-one